OCC1=CC=C(O1)C=O 5-(hydroxymethyl)furan-2-carboxaldehyde